2-(2,4-dimethoxybenzyl)-6-methoxy-7-nitroisoquinolin-1(2H)-one COC1=C(CN2C(C3=CC(=C(C=C3C=C2)OC)[N+](=O)[O-])=O)C=CC(=C1)OC